1-[(tert-butoxy)methyl]-4-iodobenzene C(C)(C)(C)OCC1=CC=C(C=C1)I